7-chloro-1-(2,4,6-trifluorophenyl)-6-fluoro-4-oxo-1,4-dihydro-1,8-naphthyridine-3-carboxylic acid ethyl ester C(C)OC(=O)C1=CN(C2=NC(=C(C=C2C1=O)F)Cl)C1=C(C=C(C=C1F)F)F